N-(3-(4-(2-Chlorobenzamido)phenyl)-1-methyl-1H-pyrazol-5-yl)-4-methylpiperazine-1-carboxamide ClC1=C(C(=O)NC2=CC=C(C=C2)C2=NN(C(=C2)NC(=O)N2CCN(CC2)C)C)C=CC=C1